C(C)(=O)OC[C@@H]1C(C(CC1OC(C)=O)N1C=2N=C(NC(C2N=C1)=O)N)=C ((S)-5-acetoxy-3-(2-amino-6-oxo-1,6-dihydro-9H-purin-9-yl)-2-methylenecyclopentyl)methyl acetate